FC1=C2C=CNC2=CC(=C1OC=1C=C(C=CC1)C=1NC(=CN1)[C@H](C=1C=C(C=CC1)C=C(C(=O)OCC)C)O)F ethyl (S)-3-(3-((2-(3-((4,6-difluoro-1H-indol-5-yl)oxy)phenyl)-1H-imidazol-5-yl)(hydroxy)methyl)phenyl)-2-methylacrylate